3-fluoro-5-trifluoromethyl-phenylboric acid FC=1C=C(C=C(C1)C(F)(F)F)OB(O)O